C(=C)N1C(CCC1)=O N-vinyl-butyrolactam